1-cyclopropyl-N'-[4-(cyclopropylmethyl)-3-oxo-7,8-dihydro-5H-pyrano[3,4-b]pyrazin-2-yl]cyclopropanecarbohydrazide C1(CC1)C1(CC1)C(=O)NNC1=NC2=C(N(C1=O)CC1CC1)COCC2